COCCOC=1C2=CC=CC=C2C=C2C=CC=CC12 9-(2-methoxyethoxy)anthracene